4-((1H-benzo[d][1,2,3]triazol-5-yl)ethynyl)-N6-(6-(4-chlorobutoxy)pyridin-2-yl)-N1-methyl-2,7-naphthyridine-1,6-diamine N1N=NC2=C1C=CC(=C2)C#CC2=CN=C(C1=CN=C(C=C21)NC2=NC(=CC=C2)OCCCCCl)NC